6-[3-(5-chloro-2-methoxypyridine-3-sulfonamido)-2,6-difluorophenyl]-N-ethylimidazo[1,5-a]pyrazine-1-carboxamide ClC=1C=C(C(=NC1)OC)S(=O)(=O)NC=1C(=C(C(=CC1)F)C=1N=CC=2N(C1)C=NC2C(=O)NCC)F